maleic acid monoisopropyl ester C(C)(C)OC(\C=C/C(=O)O)=O